3-(2-Chloro-5-fluorophenyl)-2-(4-methoxybenzyl)-4-nitro-2,3-dihydrobenzo[d]isothiazole 1-oxide ClC1=C(C=C(C=C1)F)C1N(S(C2=C1C(=CC=C2)[N+](=O)[O-])=O)CC2=CC=C(C=C2)OC